ClC=1C=C(C=CC1OC)C=1C(=CC(=CC1)[N+](=O)[O-])C#N 3'-chloro-4'-methoxy-4-nitro-[1,1'-biphenyl]-2-carbonitrile